(S)-2-(1-((9H-purin-6-yl)amino)ethyl)-2-(6-fluoro-phenyl)-quinazolin-4(3H)-one N1=CN=C2NC=NC2=C1NC(C)[C@]1(NC2=CC=CC=C2C(N1)=O)C1=CC=CC=C1F